1-[4-benzyl-4-hydroxypiperidinamido] (2E,4E,6E,8E,10E,12E,14E,16Z,18E)-4,8,13,17-tetramethylicosa-2,4,6,8,10,12,14,16,18-nonaenedioate C/C(/C=C/C(=O)ONC(=O)N1CCC(CC1)(O)CC1=CC=CC=C1)=C\C=C\C(=C\C=C\C=C(\C=C\C=C(/C=C/C(=O)[O-])\C)/C)\C